2-ethylhexyl hydrogen phosphite P(OCC(CCCC)CC)(O)[O-]